3-(cyclopropylmethyl)-1,8-dimethyl-5-[[(1R)-1-[3-(trifluoromethyl)phenyl]ethyl]amino]imidazo[4,5-g]phthalazin-2-one C1(CC1)CN1C(N(C2=CC=3C(=NN=C(C3C=C21)N[C@H](C)C2=CC(=CC=C2)C(F)(F)F)C)C)=O